C1(CCCCC1)C(C(=O)N1CCCCC1)=C (E)-cyclohexyl-1-(piperidin-1-yl)prop-2-en-1-one